N1=C(C=NC=C1)N1C(SC=C1C=1C=C(C(=O)NCCCCC2=NNC=N2)C=CC1)=O 3-(3-(2-pyrazinyl)-4-thiazolinonyl)-N-(4-1,2,4-triazolylbutyl)benzamide